rac-Benzyl (((3R,4R)-3-hydroxypiperidin-4-yl)methyl)carbamate O[C@H]1CNCC[C@@H]1CNC(OCC1=CC=CC=C1)=O |r|